CC=1SC(=C(N1)C)C1=NN(C(C=C1)=O)CCNC(=O)C1=C(C=NN1)SC N-[2-[3-(2,4-dimethyl-1,3-thiazol-5-yl)-6-oxopyridazin-1-yl]ethyl]-4-methylthiodiazole-5-carboxamide